C(CCCCCCCC=CCC=CC)CC(=O)[O-] tetradeca-9,12-dien-1-ylacetate